1-isopropyl-3-(6-(1-phenylethoxy)naphthalen-2-yl)-1H-pyrazolo[3,4-d]pyrimidin-4-amine C(C)(C)N1N=C(C=2C1=NC=NC2N)C2=CC1=CC=C(C=C1C=C2)OC(C)C2=CC=CC=C2